C(CCCCCCCCCCCCCCCCCCCO)O eicosan-1,20-diol